OC1=C(C=C(CNC(OC(C)(C)C)=O)C=C1)OC(C(C1=CC=C(C=C1)OC)O)C t-butyl (4-hydroxy-3-((1-hydroxy-1-(4-methoxyphenyl)propan-2-yl)oxy)benzyl)carbamate